(R)-5-((1-(1,1-difluoro-2,3-dihydro-1H-inden-4-yl)ethyl)amino)-7-(1-methylcyclopropyl)pyrazolo[1,5-a]pyrido[3,4-e]pyrimidin-8(7H)-one FC1(CCC2=C(C=CC=C12)[C@@H](C)NC1=NC=2N(C=3C1=CN(C(C3)=O)C3(CC3)C)N=CC2)F